4-((3-fluoro-2-methoxyphenyl)amino)-6-((6-(3-methoxyazetidin-1-yl)pyridin-2-yl)amino)-2-methyl-1,2-dihydro-3H-pyrazolo[3,4-b]pyridin-3-one FC=1C(=C(C=CC1)NC1=C2C(=NC(=C1)NC1=NC(=CC=C1)N1CC(C1)OC)NN(C2=O)C)OC